COC(=O)C1CCN(CC1)C1=NC=C(C=C1)C(NC=1SC(=C(N1)C1=CSC=C1)C#N)=O 1-(5-((5-cyano-4-(thiophen-3-yl)thiazol-2-yl)carbamoyl)pyridin-2-yl)piperidine-4-carboxylic acid methyl ester